6-bromo-1-methyl-2-oxo-4-{4-[(2-oxo-2,3-dihydro-1H-indol-7-yl)methyl]piperazin-1-yl}-1,2-dihydro-1,5-naphthyridine-3-carbonitrile BrC=1N=C2C(=C(C(N(C2=CC1)C)=O)C#N)N1CCN(CC1)CC=1C=CC=C2CC(NC12)=O